N-(((1r,4r)-4-aminocyclohexyl)methyl)-2-methyl-4-(3-(trifluoromethyl)pyrrolidin-1-yl)aniline NC1CCC(CC1)CNC1=C(C=C(C=C1)N1CC(CC1)C(F)(F)F)C